CC1C(=NOC1CC1=CC=CC=C1)CNC(=O)C1CCCC2=CC=CC=C12 Methyl-5-benzyl-3-((1,2,3,4-tetrahydronaphthalene-1-carboxamido)methyl)-4,5-dihydroisoxazole